C(C)C(CC)ONC1=C(C=CC=C1CC)CC 2,6-diethyl-anilino ethyl-propyl ether